C(CCCCCC(C)C)OC(=O)C1CCC(CC1)C(=O)OCCCCCCC(C)C diisononyl-1,4-cyclohexanedicarboxylate